FC(OC1=CC(=NN1)NC1=NC(=CN=C1)O[C@H]1C[C@@H](N(CC1)C)C(C)C)F N-(5-(difluoromethoxy)-1H-pyrazol-3-yl)-6-(((2R,4R)-2-isopropyl-1-methylpiperidin-4-yl)oxy)pyrazin-2-amine